5-fluoro-N-hydroxy-6-((1-(pyrimidin-2-yl)cyclopropyl)amino)nicotinamide FC=1C(=NC=C(C(=O)NO)C1)NC1(CC1)C1=NC=CC=N1